1-(4-(3-(benzo[d]oxazol-2-yl-thio)propoxy)phenyl)-3-(3-bromophenyl)-2-propen-1-one O1C(=NC2=C1C=CC=C2)SCCCOC2=CC=C(C=C2)C(C=CC2=CC(=CC=C2)Br)=O